C(C1=CC=CC=C1)OC(=O)NC1=CC=C(C[C@H](N)C(=O)O)C=C1 4-(benzyloxycarbonylamino)-L-phenylalanine